O=C1OCC2(CN1)CCNCC2 3-oxo-2-oxa-4,9-diazaspiro[5.5]undecan